7-((3-Chloro-6-methyl-5,5-dioxido-6,11-dihydrodibenzo[c,f][1,2]thiazepin-11-yl)amino)-N-(2-hydroxyethyl)heptanamide ClC1=CC2=C(C(C3=C(N(S2(=O)=O)C)C=CC=C3)NCCCCCCC(=O)NCCO)C=C1